C(C)ON(C(C)CC1=CC=CC=C1)C ethoxy-N-methylamphetamine